2-trifluoroethyl-valinamide FC(C[C@](N)(C(C)C)C(=O)N)(F)F